5-(2,4-difluorophenyl)-4-((1-methoxypropan-2-yl)oxy)-N-(4-((4-methylpiperazin-1-yl)methyl)phenyl)-7H-pyrrolo[2,3-d]pyrimidin-2-amine FC1=C(C=CC(=C1)F)C1=CNC=2N=C(N=C(C21)OC(COC)C)NC2=CC=C(C=C2)CN2CCN(CC2)C